ClC1=C(C=NN(C1=O)C1OCCCC1)C(C(=O)OCC)C(C)=O ethyl 2-[5-chloro-1-(tetrahydropyran-2-yl)-6-oxopyridazin-4-yl]-3-oxobutyrate